4-(2-(2-(3,5-dimethyl-1H-pyrazol-4-yl)ethoxy)-4-fluorophenyl)-6-(piperazin-1-yl)pyrimidine CC1=NNC(=C1CCOC1=C(C=CC(=C1)F)C1=NC=NC(=C1)N1CCNCC1)C